1-vinyl-3-butylimidazolium C(=C)N1C=[N+](C=C1)CCCC